Tert-butyl (6-(3-(trifluoromethyl)-7-oxabicyclo[2.2.1]hepta-2,5-diene-2-carboxamido)hexyl)-λ2-azanecarboxylate FC(C1=C(C2C=CC1O2)C(=O)NCCCCCC[N]C(=O)OC(C)(C)C)(F)F